2-(4-chloro-3-fluorophenoxy)-N-(3-{[6-(trifluoromethyl)pyridazin-3-yl]amino}bicyclo[1.1.1]pent-1-yl)acetamide ClC1=C(C=C(OCC(=O)NC23CC(C2)(C3)NC=3N=NC(=CC3)C(F)(F)F)C=C1)F